O[C@@H](C(=O)O)[C@@H](C(=O)O)O (2R,3S)-2,3-dihydroxysuccinic acid